C(C)(C)(C)P(C1=CC=NN1C=1C(=NN(C1C1=CC=CC=C1)C1=CC=CC=C1)C1=CC=CC=C1)C(C)(C)C 5-(Di-tert-butylphosphino)-1',3',5'-triphenyl-1'H-(1,4')bipyrazole